N1(CCC1)C(=O)C=1C=C2C(=NN=C(C2=CC1NC)N[C@H](C)C=1C(=C(C#N)C=CC1)C)C (R)-3-(1-((6-(azetidine-1-carbonyl)-4-methyl-7-(methylamino)phthalazin-1-yl)amino)ethyl)-2-methylbenzonitrile